benzene triazoleoctadecylamine salt N1N=NC(=C1)CCCCCCCCCCCCCCCCCCN.C1=CC=CC=C1